COC(CN(C1=CC=CC=C1)C(C1=C(C=C(C(=C1)OC)OCC1=CC=CC=C1)[N+](=O)[O-])=O)=O N-(4-(benzyloxy)-5-methoxy-2-nitrobenzoyl)-N-phenylglycine methyl ester